2,6-dihydroxybenzoyl-hydrazine OC1=C(C(=O)NN)C(=CC=C1)O